N-((1,2,3,5,6,7-Hexahydro-s-indacen-4-yl)carbamoyl)-1-hexyl-2,4-dioxo-1,2,3,4-tetrahydropyrimidine-5-sulfonamide, Potassium Salt [K].C1CCC2=C(C=3CCCC3C=C12)NC(=O)NS(=O)(=O)C=1C(NC(N(C1)CCCCCC)=O)=O